C1(CC1)C=1C(=C2C(=NC1)CC=1C=CC=CC12)C1=CC=CC=C1 3-cyclopropyl-4-phenyl-9H-indeno[2,1-b]pyridine